C(#N)C1=CC(=C(C=C1)NS(=O)(=O)C1=CNC(=C1)C1=CC=NC=C1)F N-(4-cyano-2-fluoro-phenyl)-5-(4-pyridyl)-1H-pyrrole-3-sulfonamide